imino-2-ethyl-pyrimidine N=C1NC(=NC=C1)CC